2-[1-[4-[6-(cyclobutoxy)-5-methyl-pyrazin-2-yl]-2,6-difluoro-phenyl]-4-piperidinyl]acetic acid C1(CCC1)OC1=C(N=CC(=N1)C1=CC(=C(C(=C1)F)N1CCC(CC1)CC(=O)O)F)C